COC1=C(C=C2C=CC(=NC2=C1)C)C1=CN=C(N1)[C@H](CCCCCC(=O)C=1OC=CN1)NC(=O)C1=NN2C(OCCC2)=C1 N-[(1S)-1-[5-(7-methoxy-2-methylquinolin-6-yl)-1H-imidazol-2-yl]-7-(1,3-oxazol-2-yl)-7-oxoheptyl]-6,7-dihydro-5H-pyrazolo[5,1-b][1,3]oxazine-2-carboxamide